O1C(=NC2=C1N=CC=C2)C2=CC=C(C=C2)N(C2=CC=C(C=C2)C2=CC1=CC=CC=C1C=C2)C2=CC=C(C=C2)C2=CC=CC1=CC=CC=C21 4-(7-azabenzoxazol-2-yl)-phenyl-(4-naphthalene-1-yl-phenyl)-(4-naphthalene-2-yl-phenyl)-amine